ClC=1C(N(N=CC1NC[C@@H]1COCCC1)C1=CC=C(C=C1)N(C1=CC=C(C=C1)O)C)=O 4-chloro-2-[4-(4-hydroxy-N-methyl-anilino)phenyl]-5-[[(3R)-tetrahydropyran-3-yl]methylamino]pyridazin-3-one